tert-butyl (5R)-3-hydroxy-5-methyl-2-({[(1s,4s)-4-{2-[2-(tert-butoxy)-2-oxoethoxy]phenyl}cyclohexyl]oxy} methyl)pyrrolidine-1-carboxylate OC1C(N([C@@H](C1)C)C(=O)OC(C)(C)C)COC1CCC(CC1)C1=C(C=CC=C1)OCC(=O)OC(C)(C)C